N-Hydroxycytidine tert-butyl-(5-chloro-6-(4-(hydroxymethyl)-2H-1,2,3-triazol-2-yl)pyridin-3-yl)carbamate C(C)(C)(C)N(C(=O)OC[C@@H]1[C@H]([C@H]([C@@H](O1)N1C(=O)N=C(NO)C=C1)O)O)C=1C=NC(=C(C1)Cl)N1N=CC(=N1)CO